methyl 2-bromo-5-[[4-[[3-fluoro-1-(2-fluoroethyl)propyl]amino]-5-methyl-pyrimidin-2-yl]amino]benzoate BrC1=C(C(=O)OC)C=C(C=C1)NC1=NC=C(C(=N1)NC(CCF)CCF)C